2-[5-methyl-4-[2-(trifluoromethyl)-4-pyridyl]imidazol-1-yl]-N-(5-pyrimidin-2-yl-2-pyridyl)acetamide CC1=C(N=CN1CC(=O)NC1=NC=C(C=C1)C1=NC=CC=N1)C1=CC(=NC=C1)C(F)(F)F